N-[(1R)-1-[3-fluoro-5-(4-methylpiperazin-1-yl)phenyl]ethyl]propanamide FC=1C=C(C=C(C1)N1CCN(CC1)C)[C@@H](C)NC(CC)=O